homomorpholinone N1C(COCCC1)=O